O=C(CNC(CCl)=O)C1=CC=CC2=CC=CC=C12 N-(2-OXO-2-(1-NAPHTHYL)ETHYL)CHLOROACETAMIDE